ClC1=CC=C(CN2N(C3=C(CN(CC3(C)C)CC3=CC(=CC(=C3)F)F)C2=O)CCO)C=C1 2-(4-chlorobenzyl)-5-(3,5-difluorobenzyl)-1-(2-hydroxyethyl)-7,7-dimethyl-1,2,4,5,6,7-hexahydro-3H-pyrazolo[4,3-c]pyridin-3-one